3-(4-(1H-pyrazol-4-yl)phenyl)-8-acetyl-1-(3-methoxybenzyl)-1,3,8-triazaspiro[4.5]decan-2-one N1N=CC(=C1)C1=CC=C(C=C1)N1C(N(C2(C1)CCN(CC2)C(C)=O)CC2=CC(=CC=C2)OC)=O